N-((4,6-dimethyl-2-oxo-1,2-dihydropyridin-3-yl)methyl)-3-(ethyl-(tetrahydro-2H-pyran-4-yl)amino)-2-methyl-5-(6-(morpholinomethyl)pyridin-3-yl)benzamide CC1=C(C(NC(=C1)C)=O)CNC(C1=C(C(=CC(=C1)C=1C=NC(=CC1)CN1CCOCC1)N(C1CCOCC1)CC)C)=O